tert-butyl (3S)-3-[(1aS,7bR)-6-chloro-4-[2-(hydroxymethyl)thieno[3,2-b]pyridin-7-yl]-1,1a,2,7b-tetrahydrocyclopropa[c]quinolin-3-yl]pyrrolidine-1-carboxylate ClC1=CC=2[C@H]3[C@@H](CN(C2C(=C1)C1=C2C(=NC=C1)C=C(S2)CO)[C@@H]2CN(CC2)C(=O)OC(C)(C)C)C3